CC1=NN(C(=C1CCC(=O)NCCCC1=CC=CC=C1)C)C=1C=CC=2N(N1)C(=NN2)C 3-(3,5-dimethyl-1-(3-methyl-[1,2,4]triazolo[4,3-b]pyridazin-6-yl)-1H-pyrazol-4-yl)-N-(3-phenylpropyl)propionamide